C=C1CCC(C=2C=CC=NC12)=O 8-methylene-7,8-dihydroquinolin-5(6H)-one